5-methyl-6,7-dihydropyrazolo[1,5-a]pyrazin-4(5H)-one CN1C(C=2N(CC1)N=CC2)=O